ClC(=CCOC=1C=C(C(=O)O)C=C(C1)C(F)(F)F)Cl 3-[(3,3-Dichloroprop-2-en-1-yl)oxy]-5-(trifluoromethyl)benzoic acid